3-(2,4-difluorophenyl)imidazo[2,1-b]thiazole-6-carboxamide FC1=C(C=CC(=C1)F)C=1N2C(SC1)=NC(=C2)C(=O)N